7,9-dimethyltheophylline dicyanamide salt [N-](C#N)C#N.CN1CN(C=2N(C(N(C)C(C12)=O)=O)C)C